1-(((5s,7s)-7-methyl-3-(5-methylpyrazin-2-yl)-2-oxo-1-oxa-3-azaspiro[4.5]decan-7-yl)methyl)-1H-benzo[d]imidazole-6-carbonitrile C[C@]1(C[C@]2(CN(C(O2)=O)C2=NC=C(N=C2)C)CCC1)CN1C=NC2=C1C=C(C=C2)C#N